ClC=1C=C(C=CC1F)NC(N(CC)C1COCC=2NC(C=3C=C(C(=CC3C21)F)F)=O)=O 3-(3-Chloro-4-fluorophenyl)-1-(8,9-difluoro-6-oxo-1,4,5,6-tetrahydro-2H-pyrano[3,4-c]isoquinolin-1-yl)-1-ethylurea